NC1=C(C(=NN1C(C)(C)C)C1=CC=C(C=C1)CNC(C1=C(C=CC=C1)OC)=O)C#N N-[[4-(5-amino-1-tert-butyl-4-cyano-pyrazol-3-yl)phenyl]methyl]-2-methoxy-benzamide